4-methoxy-6-methylpyrimidin COC1=NC=NC(=C1)C